CNC(C(C(C)C)(C(C)C)C)=O N,2,3-trimethyl-2-(1-methylethyl)butyramide